C1(CC1)S(=O)(=O)N1C2CNC(C1)C2 2-(Cyclopropylsulfonyl)-2,5-diazabicyclo[2.2.1]heptane